FC=1C(=NC(=NC1)N[C@@H]1CC[C@H](CC1)C(=O)O)C1=CC(=CC=C1)N1C(C=C(C=C1)C)=O trans-4-((5-fluoro-4-(3-(4-methyl-2-oxopyridin-1(2H)-yl)phenyl)pyrimidin-2-yl)amino)cyclohexane-1-carboxylic acid